3-(4-((2-(1-(aminomethyl)cyclohexyl)ethyl)(pentyl)amino)-1-oxoisoindolin-2-yl)piperidine-2,6-dione NCC1(CCCCC1)CCN(C1=C2CN(C(C2=CC=C1)=O)C1C(NC(CC1)=O)=O)CCCCC